7-amino-N-(7-{9-amino-1,4-dioxa-7-azaspiro[4.4]nonan-7-yl}-2H,3H,4H-pyrano[2,3-b]pyridin-3-yl)-3-methylthieno[2,3-b]pyrazine-6-carboxamide NC1=C(SC2=NC(=CN=C21)C)C(=O)NC2CC=1C(=NC(=CC1)N1CC3(OCCO3)C(C1)N)OC2